C(C)(C)(C)OC(=O)NCC=1C=C(C=CC1)C=1C=CC2=C(C(=CO2)COC2=C(C=CC(=C2)CC2CC2)CC(=O)OCC)C1 ethyl 2-(2-((5-(3-(((tert-butoxycarbonyl)amino)methyl)phenyl)benzofuran-3-yl)methoxy)-4-(cyclopropylmethyl)phenyl)acetate